NCC1=NNC(C2=CC=C(C=C12)C=1C=NN(C1C=1SC(=C(C1C#N)OC1CC1)C)C)=O 2-(4-(4-(aminomethyl)-1-oxo-1,2-dihydrophthalazin-6-yl)-1-methyl-1H-pyrazol-5-yl)-4-cyclopropoxy-5-methylthiophene-3-carbonitrile